2-(pentan-3-yl)-1H-benzo[7,8]xantheno[2,1,9-def]isoquinoline-1,3(2H)-dione CCC(CC)N1C(C2=CC=C3C=4C2=C(C1=O)C=CC4OC4=CC=C1C(=C43)C=CC=C1)=O